((1s,3s)-3-hydroxy-3-methylcyclobutyl)(6-(2-isopropylbenzyl)-2-azaspiro[3.3]hept-2-yl)methanone OC1(CC(C1)C(=O)N1CC2(C1)CC(C2)CC2=C(C=CC=C2)C(C)C)C